C(C)(=O)C1=CC(=C2C(CCO2)=C1C(=O)OC)C1=CC=C(C=C1)OC(F)(F)F methyl 5-acetyl-7-(4-(trifluoromethoxy) phenyl)-2,3-dihydrobenzofuran-4-carboxylate